1-(pyridin-4-yl)propan-1-amine N1=CC=C(C=C1)C(CC)N